N-(2-methylpyrimidin-5-yl)isoquinolin-1-amine hydrochloride Cl.CC1=NC=C(C=N1)NC1=NC=CC2=CC=CC=C12